N-(3-(4-bromo-2-methylphenyl)oxetan-3-yl)-2-methylpropane-2-sulfinamide BrC1=CC(=C(C=C1)C1(COC1)NS(=O)C(C)(C)C)C